C[SiH](C(C=C)C)C dimethyl-(1-methyl-2-propen-1-yl)silane